2-fluoro-5-(2-methyl-4-nitrophenoxy)aniline FC1=C(N)C=C(C=C1)OC1=C(C=C(C=C1)[N+](=O)[O-])C